methyl 2-[2-(2,4-difluorophenyl)phenyl]-1-ethyl-benzimidazole-5-carboxylate FC1=C(C=CC(=C1)F)C1=C(C=CC=C1)C1=NC2=C(N1CC)C=CC(=C2)C(=O)OC